1-(6-(2-hydroxypropan-2-yl)pyridin-3-yl)ethan-1-one OC(C)(C)C1=CC=C(C=N1)C(C)=O